[Na].[Na].C1(C=CC=C1)CC1=NC(=CC=C1)CC1C=CC=C1 2,6-bis(cyclopentadienyl-methyl)pyridine disodium